3-(4-chloro-2-hydroxy-phenyl)-6-[(2S)-2-(hydroxymethyl)morpholin-4-yl]pyridazine-4-carbonitrile ClC1=CC(=C(C=C1)C=1N=NC(=CC1C#N)N1C[C@H](OCC1)CO)O